4,4'-methylenebisphenol isocyanate [N-]=C=O.C(C1=CC=C(C=C1)O)C1=CC=C(C=C1)O